NC1=C(C)C=C(C(=C1)N)OCCO 2,4-diamino-5-(2'-hydroxyethoxy)toluene